CN(C(OC(C=O)CCC=CC=O)=O)C 1,7-dioxohept-5-en-2-yl dimethylcarbamate